8-(2-Diethylamino-ethoxy)-6,6-dimethyl-5,6-dihydro-benzo[b]carbazol-11-one C(C)N(CCOC=1C=CC2=C(C(C=3NC4=CC=CC=C4C3C2=O)(C)C)C1)CC